BrC=1C2=CN(N=C2C=C(C1)C(=O)OC)CC1=CC=C(C=C1)F methyl 4-bromo-2-(4-fluorobenzyl)-2H-indazole-6-carboxylate